C(=O)(OC(C)(C)C)N1CC(C(CC1)=O)C#N N-BOC-3-cyano-4-piperidone